7-((6-fluorocoumarin-4-yl)oxy)-N-hydroxyheptanamide FC=1C=C2C(=CC(OC2=CC1)=O)OCCCCCCC(=O)NO